2-((TETRAHYDROFURAN-2-YLMETHYL)AMINO)PYRIMIDINE-5-CARBALDEHYDE O1C(CCC1)CNC1=NC=C(C=N1)C=O